ClC([C@H](CC=C)N(C(OCC1C2=CC=CC=C2C=2C=CC=CC12)=O)C)=O (9H-fluoren-9-yl)methyl (S)-(1-chloro-1-oxopent-4-en-2-yl)(methyl)carbamate